NC1=C2N=CN(C2=NC(=N1)F)[C@H]1C[C@@H]([C@@](O1)(C#C)CO[P@](=O)(OC1=CC=CC=C1)N[C@@H](CC1=CC=CC=C1)C(=O)OCC(CC)CC)OC(=O)OCCCCCCC 2-Ethylbutyl ((S)-(((2R,3S,5R)-5-(6-amino-2-fluoro-9H-purin-9-yl)-2-ethynyl-3-(((heptyloxy)carbonyl)oxy)tetrahydrofuran-2-yl)methoxy)(phenoxy)phosphoryl)-L-phenylalaninate